OC1=C(C(=CC(=C1S(=O)(=O)O)CCCCC)O)C1=C(C=CC(=C1)C)C(=C)C 2,6-dihydroxy-5'-methyl-4-pentyl-2'-(prop-1-en-2-yl)-[1,1'-biphenyl]-3-sulfonic acid